C(C1=CC=CC=C1)N(C1CCC(CC1)(O)C(C)C)CC1=CC=CC=C1 4-(dibenzylamino)-1-isopropylcyclohexane-1-ol